3-[[4-hydroxy-1-[(3R,4R)-1-[(2-methylpyrimidin-4-yl)methyl]-3-phenyl-piperidine-4-carbonyl]-4-piperidinyl]methyl]-7-phenyl-thieno[3,4-d]pyrimidin-4-one OC1(CCN(CC1)C(=O)[C@H]1[C@@H](CN(CC1)CC1=NC(=NC=C1)C)C1=CC=CC=C1)CN1C=NC=2C(C1=O)=CSC2C2=CC=CC=C2